3-(3-Fluoro-4-((5-fluoro-2-methyl-1H-benzo[d]imidazol-1-yl)methyl)phenyl)-5-(trifluoromethyl)-1,2,4-oxadiazole FC=1C=C(C=CC1CN1C(=NC2=C1C=CC(=C2)F)C)C2=NOC(=N2)C(F)(F)F